4-((2S)-4-(methoxymethyl)piperidin-2-yl) maleate C(\C=C/C(=O)O[C@@H]1NCCC(C1)COC)(=O)[O-]